C(#N)C1=CC=2C=CC(=NC2N(C1=O)C1CCCC1)NC1=CC=C2CCN(CC2=C1)C(=O)OC(C)(C)C tert-butyl 7-((6-cyano-8-cyclopentyl-7-oxo-7,8-dihydro-1,8-naphthyridin-2-yl)amino)-3,4-dihydroisoquinoline-2(1H)-carboxylate